FC(C(=O)N1CC(C1)N1N=C(C2=NC=CC(=C21)C#CC2=NC=CC=C2)C=2C=NC(=CC2)C(F)(F)F)=C 2-fluoro-1-(3-(7-(pyridin-2-ylethynyl)-3-(6-(trifluoromethyl)pyridin-3-yl)-1H-pyrazolo[4,3-b]pyridin-1-yl)azetidin-1-yl)prop-2-en-1-one